N(N)C=1C(=CC(=NC1)OC1=C(C=CC=C1F)F)C 5-hydrazino-2-[(2,6-difluorophenyl)oxy]-4-methylpyridine